S1C(=CC=C1)N (S)-thiophenamine